BrC1=CC=C(C(=N1)N1CCC2(CC2)CC1)I 6-(6-bromo-3-iodopyridin-2-yl)-6-azaspiro[2.5]octane